N-(4-((benzyloxy)methyl)phenyl)-3-(5-chloro-6-(methylsulfonamido)pyrazin-2-yl)-4-methoxybenzamide C(C1=CC=CC=C1)OCC1=CC=C(C=C1)NC(C1=CC(=C(C=C1)OC)C1=NC(=C(N=C1)Cl)NS(=O)(=O)C)=O